3-iodo-4-methoxy-1-tetrahydropyran-2-yl-indazol IC1=NN(C2=CC=CC(=C12)OC)C1OCCCC1